C(C)N(C=1C2=C(N=CN1)N(C=C2)CC2C(CN(CC2)CC(=O)N)O)CC2=CC(=C(C=C2)C(F)(F)F)F 2-(4-((4-(ethyl(3-fluoro-4-(trifluoromethyl)benzyl)amino)-7H-pyrrolo[2,3-d]pyrimidin-7-yl)methyl)-3-hydroxypiperidin-1-yl)acetamide